CC1=C(C=CC=C1C)C1=NOC(=N1)C(=O)C1=C(N=C(S1)N([C@@H](C)C(=O)OCC)C1=CC=C(C=C1)F)O |r| rac-ethyl N-(5-{[3-(2,3-dimethylphenyl)-1,2,4-oxadiazol-5-yl]carbonyl}-4-hydroxy-1,3-thiazol-2-yl)-N-(4-fluorophenyl)alaninate